2-((2-fluoro-4-iodophenyl)amino)-N-hydroxy-7-oxo-4,5,6,7-tetrahydrobenzo[b]thiophene-3-carboxamide FC1=C(C=CC(=C1)I)NC1=C(C2=C(S1)C(CCC2)=O)C(=O)NO